C1(CC1)N1C(=NN=C1)C=1C=C(C=CC1)NC(=O)C1=CC2=C(NC1=O)N(N=C2C(F)(F)F)C N-(3-(4-cyclopropyl-4H-1,2,4-triazol-3-yl)phenyl)-1-methyl-6-oxo-3-(trifluoromethyl)-6,7-dihydro-1H-pyrazolo[3,4-b]pyridine-5-carboxamide